(S)-6'-(2-(2-methylazetidin-1-yl)-6,7-dihydro-5H-cyclopenta[d]pyrimidin-4-yl)-2',3'-dihydro-1'H-spiro[cyclobutane-1,4'-isoquinolin]-1'-one C[C@@H]1N(CC1)C=1N=C(C2=C(N1)CCC2)C=2C=C1C3(CNC(C1=CC2)=O)CCC3